C(N)(=N)C=1C=C(SC1)[C@@H](C)NC(=O)[C@@H]1C[C@](CN1C(CNC(=O)C=1C=CC=2C(C3=CC=CC=C3C2C1)(F)F)=O)(F)COCCCCCCCC(=O)OC methyl 8-(((3R,5S)-5-(((R)-1-(4-carbamimidoylthiophen-2-yl)ethyl)carbamoyl)-1-((9,9-difluoro-9H-fluorene-3-carbonyl)glycyl)-3-fluoropyrrolidin-3-yl)methoxy)octanoate